3-(6-(1-(3-chloro-2-fluorobenzyl)piperidin-4-yl)-3-oxo-1,3-dihydro-2H-indazol-2-yl)piperidine-2,6-dione ClC=1C(=C(CN2CCC(CC2)C2=CC=C3C(N(NC3=C2)C2C(NC(CC2)=O)=O)=O)C=CC1)F